C(CCCCCCCCCCCCCCCCCCC)(=O)OCCCCCCCC\C=C/CCCCCCCC oleyl icosanoate